BrCC1(COC1)CNC1=CC(=CC=C1)NC1CCCCC1 N1-((3-(bromomethyl)oxetan-3-yl)methyl)-N3-cyclohexylbenzene-1,3-diamine